[Si](C1=CC=CC=C1)(C1=CC=CC=C1)(C(C)(C)C)O[C@H](C(CO)=O)C (S)-4-[(tert-Butyldiphenylsilyl)oxy]oxapentan-3-one